6-((4-((2-ethyl-4-phenylthiazol-5-yl)oxy)pyridin-2-yl)amino)-N-(2-(pyrrolidin-1-yl)ethyl)nicotinamide C(C)C=1SC(=C(N1)C1=CC=CC=C1)OC1=CC(=NC=C1)NC1=NC=C(C(=O)NCCN2CCCC2)C=C1